N-(3-carbamoyl-4-fluoro-2-methylbenzyl)-6'-fluoro-4'-oxo-3',4'-dihydro-1'h-spiro[piperidine-4,2'-quinoline]-1-carboxamide C(N)(=O)C=1C(=C(CNC(=O)N2CCC3(NC4=CC=C(C=C4C(C3)=O)F)CC2)C=CC1F)C